tert-butyl-(dimethyl)[(2,3,5-trifluorophenyl)methoxy]Silane C(C)(C)(C)[Si](OCC1=C(C(=CC(=C1)F)F)F)(C)C